NC([C@H](CC1=CC=C(C=C1)C=1C(N(N=CC1OCCOCCOCCOCCN=[N+]=[N-])C)=O)NC(C1=C(N=CC=C1)Cl)=O)=O (S)-N-(1-amino-3-(4-(5-(2-(2-(2-(2-azidoethoxy)ethoxy)ethoxy)ethoxy)-2-methyl-3-oxo-2,3-dihydropyridazin-4-yl)phenyl)-1-oxopropan-2-yl)-2-chloronicotinamide